C(C1=CC=CC=C1)C(C(=O)[O-])CC(=O)[O-] Benzylsuccinate